C[Si]1(N[Si](N[Si](N[Si](N1)(C)C)(C)C)(C)C)C octamethylcyclotetrasilazan